N-(6-chloropyridin-3-yl)-6-((3-methoxy-1-methyl-1H-pyrazol-4-yl)methoxy)isoquinolin-1-amine ClC1=CC=C(C=N1)NC1=NC=CC2=CC(=CC=C12)OCC=1C(=NN(C1)C)OC